ClC=1C=C2C=CN(C2=C(C1)C1=C2C(=NC=C1)C=C(S2)CN2C(CC(CC2=O)CC(C)C)=O)CC2(CCNCC2)C#N 4-((5-Chloro-7-(2-((4-isobutyl-2,6-dioxopiperidin-1-yl)methyl)thieno[3,2-b]Pyridin-7-yl)-1H-indol-1-yl)methyl)piperidine-4-carbonitrile